1-Ethyl-aluminum dichloride C(C)[Al](Cl)Cl